C(N)(O[C@@H]1CC[C@H](CC1)C(N(C[C@@H]1CC[C@H](CC1)C1=NC(=C(C=C1)OC)C)C1=NC=CC(=C1)C=1N=C(OC1)C1CC1)=O)=O trans-4-((4-(2-Cyclopropyloxazol-4-yl)-pyridine-2-yl)((trans-4-(5-methoxy-6-methylpyridin-2-yl)-cyclohexyl)methyl)-carbamoyl)cyclohexyl carbamate